2-(4-Bromobenzyl)-1,3,4-oxadiazole BrC1=CC=C(CC=2OC=NN2)C=C1